FC1=C(CCN2[C@H]([C@H]([C@@H]([C@H](C2)O)O)O)CO)C(=CC=C1)F (2S,3R,4R,5S)-1-(2,6-difluorophenethyl)-2-(hydroxymethyl)piperidine-3,4,5-triol